CC(=CCSC1=C(CCC2=CC=CC=C12)C=O)C 1-((3-methyl-but-2-en-1-yl)thio)-3,4-dihydronaphthalene-2-carbaldehyde